C1CC2CC1C3C2O3 exo-2,3-epoxynorbornane